N,N'-Bis(3,5-di-tert-butyl-4-hydroxyphenylpropionyl)-hydrazin C(C)(C)(C)C=1C=C(C=C(C1O)C(C)(C)C)CCC(=O)NNC(CCC1=CC(=C(C(=C1)C(C)(C)C)O)C(C)(C)C)=O